tert-butyl 2-(2-(3-amino-4-(2,6-dimethylpiperidin-1-yl)benzamido)-5-fluorophenyl)acetate NC=1C=C(C(=O)NC2=C(C=C(C=C2)F)CC(=O)OC(C)(C)C)C=CC1N1C(CCCC1C)C